2-methylbicyclo[2.2.1]hept-5-ene-2-carboxamide CC1(C2C=CC(C1)C2)C(=O)N